N-(4-fluoro-3-methylphenyl)-1,2,4-trimethyl-5-(2-((2-methyl-1-morpholinopropan-2-yl)amino)-2-oxoacetyl)-1H-pyrrole-3-carboxamide FC1=C(C=C(C=C1)NC(=O)C1=C(N(C(=C1C)C(C(=O)NC(CN1CCOCC1)(C)C)=O)C)C)C